N-[(15aS,16R,17S)-7-bromo-17-fluoro-1-oxo-1,2,15a,16,17,18-hexahydro-15H-4,8-(azeno)-14,10-(metheno)pyrrolo[1,2-d][1,12,4]dioxazacycloheptadecin-16-yl]ethanesulfonamide BrC1=C2OC=3C=CC=C(C[C@@H]4N(C(COC(C=C1)=N2)=O)C[C@@H]([C@@H]4NS(=O)(=O)CC)F)C3